tert-butyl-(1S,5S)-9,9-dimethyl-6-(4-(pyridin-2-yloxy)phenyl)-3,6-diazabicyclo[3.2.2]nonane-3-carboxylate C(C)(C)(C)OC(=O)N1C[C@@H]2CN([C@H](C1)C(C2)(C)C)C2=CC=C(C=C2)OC2=NC=CC=C2